NC=1N=C(C2=C(N1)\C(\N(C2=O)C2CC2)=C/C2=C(C=CC=C2)C(F)(F)F)C2=NN(C=C2)C (E)-2-amino-6-cyclopropyl-4-(1-methyl-1H-pyrazol-3-yl)-7-(2-(trifluoromethyl)phenylmethylene)-6,7-dihydro-5H-pyrrolo[3,4-d]pyrimidin-5-one